3-((2-(3-(dimethylamino)phenoxy)ethoxy)methyl)-N-(3-methoxybenzyl)aniline CN(C=1C=C(OCCOCC=2C=C(NCC3=CC(=CC=C3)OC)C=CC2)C=CC1)C